2,2-dimethyl-4,5-bis(2-fluorophenyl)-2H-imidazole CC1(N=C(C(=N1)C1=C(C=CC=C1)F)C1=C(C=CC=C1)F)C